tin-aluminum-tin [Sn].[Al].[Sn]